BrCCCNC(=O)C=1SC=CC1 N-(3-bromopropyl)thiophene-2-carboxamide